(R)-N-((S)-1'-(8-iodo-7-methylimidazo[1,2-c]pyrimidin-5-yl)-1,3-dihydrospiro[indene-2,4'-piperidin]-1-yl)-2-methylpropan-2-sulfinamide IC=1C=2N(C(=NC1C)N1CCC3(CC1)[C@@H](C1=CC=CC=C1C3)N[S@](=O)C(C)(C)C)C=CN2